rac-3-[(3aR,7aS)-octahydro-1H-pyrrolo[3,4-c]pyridin-5-yl]-5-(trifluoromethyl)pyridine C1NC[C@@H]2CN(CC[C@@H]21)C=2C=NC=C(C2)C(F)(F)F |r|